NC1=CC(=NC=C1C1=NNC(C=C1)=O)NC(C)=O N-(4-amino-5-(6-oxo-1,6-dihydropyridazin-3-yl)pyridin-2-yl)acetamide